P(=O)(O)(O)O.C(C=C)C=1C(=C(O)C=CC1C(C)(C)C1=CC=C(C=C1)O)CC=C diallyl-bisphenol A phosphate